N-[4-methyl-5-({4-[(2S)-2-({7-methylthieno[3,2-d]pyrimidin-4-yl}amino)propyl]piperazin-1-yl}sulfonyl)-1,3-thiazol-2-yl]formamide CC=1N=C(SC1S(=O)(=O)N1CCN(CC1)C[C@H](C)NC=1C2=C(N=CN1)C(=CS2)C)NC=O